4-{[1-(2-Hydroxycarbamoyl-1-naphthalin-2-ylmethyl-ethyl)-1H-[1,2,3]triazol-4-ylmethyl]-carbamoyl}-piperidin ONC(=O)CC(CC1=CC2=CC=CC=C2C=C1)N1N=NC(=C1)CNC(=O)C1CCNCC1